5-({3-[(2S)-2-(4-chlorophenyl)-2-hydroxyethyl]-1,2,4-oxadiazol-5-yl}methyl)-1,3-dimethyl-1H,2H,3H,4H,5H-imidazo[4,5-d]pyridazine-2,4-dione ClC1=CC=C(C=C1)[C@H](CC1=NOC(=N1)CN1N=CC2=C(C1=O)N(C(N2C)=O)C)O